C(C)N(C(C1=C(C=CC(=C1)F)C=1C=C(N2C1C=NC=C2C)OC2CN(C2)C(C(C)C)CCC=O)=O)C(C)C N-ethyl-5-fluoro-2-(4-methyl-6-{[1-(2-methyl-6-oxohexan-3-yl)azetidin-3-yl]oxy}pyrrolo[1,2-a]pyrazin-8-yl)-N-(isopropyl)benzamide